N-(benzofuran-2-ylmethyl)-4-methylaniline O1C(=CC2=C1C=CC=C2)CNC2=CC=C(C=C2)C